O.[Na+].P(=O)([O-])([O-])OC[C@@H]1[C@H]([C@H]([C@@H](O1)N1C=NC=2C(O)=NC=NC12)O)O.[Na+] inosine 5'-monophosphate sodium hydrate